O[C@H]1C[C@@H](CCC1)NC=1N=NC(=C2C1C=NC=C2)C2=C(C=CC=C2C(F)(F)F)O 2-[4-[[(1r,3r)-3-hydroxycyclohexyl]amino]pyrido[3,4-d]pyridazin-1-yl]-3-(trifluoromethyl)phenol